4-([1,1'-biphenyl]-4-yl)-2-(4,5-dihydro-1H-imidazol-2-yl)tetrahydro-2H-pyran-4-ol C1(=CC=C(C=C1)C1(CC(OCC1)C=1NCCN1)O)C1=CC=CC=C1